C(C(=C)C)(=O)N.N[C@@H](CCCCN)C(=O)O Lysine methacrylamide